ClC1=C(C=CC=C1Cl)N1CCN(CC1)CC[C@@H]1CC[C@H](CC1)N1CNCCC1 1-(trans-4-(2-(4-(2,3-Dichlorophenyl)piperazin-1-yl)ethyl)cyclohexyl)tetrahydropyrimidin